OC1(CC(=CC=C1)O)S(=O)(=O)O meta-dihydroxybenzenesulfonic acid